N-[4-[4-(3-carbamoyl-cyclobutanecarbonyl)piperazine-1-carbonyl]-3-chloro-phenyl]-5-(2,3-difluoro-4-methoxy-phenyl)-1-methyl-imidazole-2-carboxamide C(N)(=O)C1CC(C1)C(=O)N1CCN(CC1)C(=O)C1=C(C=C(C=C1)NC(=O)C=1N(C(=CN1)C1=C(C(=C(C=C1)OC)F)F)C)Cl